ethyl 2-methyl-5-(1,1,2,2,2-pentafluoroethyl)thiophene-3-carboxylate CC=1SC(=CC1C(=O)OCC)C(C(F)(F)F)(F)F